1-benzyl 4-methyl (3R,4R)-3-methylpiperidine-1,4-dicarboxylate C[C@H]1CN(CC[C@H]1C(=O)OC)C(=O)OCC1=CC=CC=C1